ClC1=C2C(=NC(=C1)C1=NC=CC=C1)SC=C2C2=CC=CC=C2 4-chloro-3-phenyl-6-(pyridin-2-yl)thieno[2,3-b]pyridine